BrC1=C(C=C2C(NC(=NC2=C1F)Cl)=O)Cl 7-bromo-2,6-dichloro-8-fluoroquinazolin-4(3H)-one